NC1=NC=CC2=C1C(=NN2[C@H]2C[C@@H](N(C2)C(C=C)=O)C(F)F)C#CC2=CC1=C(N(C=N1)C1CC1)C=C2F 1-((2R,4S)-4-(4-amino-3-((1-cyclopropyl-6-fluoro-1H-benzo[d]imidazol-5-yl)ethynyl)-1H-pyrazolo[4,3-c]pyridin-1-yl)-2-(difluoromethyl)pyrrolidin-1-yl)prop-2-en-1-one